Cl[C@@]1(OC(C(O[C@]1(F)Cl)(F)F)(F)F)F CIs-2,3-dichloro-2,3,5,5,6,6-hexafluoro-1,4-dioxane